bicyclo[1.1.1]pentan-1-yl-(phenyl)sulfane tert-butyl-N-[1-(cinnolin-5-yl)piperidin-4-yl]-N-ethylcarbamate C(C)(C)(C)OC(N(CC)C1CCN(CC1)C1=C2C=CN=NC2=CC=C1)=O.C12(CC(C1)C2)SC2=CC=CC=C2